2-amino-3-methyl-4-(trifluoromethyl)benzoic acid NC1=C(C(=O)O)C=CC(=C1C)C(F)(F)F